[NH+]1=CC=CC=C1.C1(=CC=CC=C1)N(C1=CC=CC=C1)C1=CC=CC=C1 triphenylamine pyridinium salt